CC1=C(N=C(C(=N1)C)C)C tetramethyl-Pyrazine